2-(4-(pyrimidin-2-yl)piperazine-1-carboxamido)ethyl methacrylate C(C(=C)C)(=O)OCCNC(=O)N1CCN(CC1)C1=NC=CC=N1